C(CC(C)C)CC(=O)O.C(C)(=O)OCCC(C)C 3-methylbutyl acetate (isoamyl acetate)